N-(4-amino-1H-pyrazolo[4,3-c]pyridin-7-yl)-2-((2R,5S)-2-(4-((dimethylamino)methyl)phenyl)-5-methylpiperidin-1-yl)-2-oxoacetamide NC1=NC=C(C2=C1C=NN2)NC(C(=O)N2[C@H](CC[C@@H](C2)C)C2=CC=C(C=C2)CN(C)C)=O